CC(CNC1=NC=C(C=N1)[N+](=O)[O-])(C)O 2-Methyl-1-[(5-nitropyrimidin-2-yl)amino]propan-2-ol